C(C)C1NCC=2N(C1)N=CN2 6-ethyl-5,6,7,8-tetrahydro-[1,2,4]triazolo[1,5-a]pyrazine